ClC=1C2=C(N=C(N1)CS(=O)(=O)C)SC(=C2)C 4-chloro-6-methyl-2-((methylsulfonyl)methyl)thieno[2,3-d]pyrimidine